COC1=C(C=C(C=C1)NC1=NC(=CC(=N1)NC)C)OCCCN1CCCC1 N2-(4-methoxy-3-(3-(pyrrolidin-1-yl)propoxy)phenyl)-N4,6-dimethylpyrimidine-2,4-diamine